2-methylheptadecan-9-yl (Z)-8-((2-((tert-butyldimethylsilyl)oxy)ethyl)(2-hydroxyoctadec-9-en-1-yl)amino)-7-hydroxyoctanoate [Si](C)(C)(C(C)(C)C)OCCN(CC(CCCCCC(=O)OC(CCCCCCC(C)C)CCCCCCCC)O)CC(CCCCCC\C=C/CCCCCCCC)O